1-(4-(4-amino-6-(methoxymethyl)-7-(morpholinomethyl)pyrrolo[2,1-f][1,2,4]triazin-5-yl)-2-fluorophenyl)-3-(2-fluoro-5-(trifluoromethyl)phenyl)urea NC1=NC=NN2C1=C(C(=C2CN2CCOCC2)COC)C2=CC(=C(C=C2)NC(=O)NC2=C(C=CC(=C2)C(F)(F)F)F)F